cobalt sulfide niobium [Nb].[Co]=S